ClC=1C=C(C=C(C1)Cl)[N+]1(CCN(CC1)S(=O)(=O)C1=CC=C(C=C1)NC(C1=C(C=CC=C1)N(S(=O)(=O)C)C)=O)[O-] 1-(3,5-dichlorophenyl)-4-((4-(2-(N-methylmethylsulfonamido)benzamido)phenyl)sulfonyl)piperazine 1-oxide